C([C@H](O)CO)(=O)O (R)-glyceric acid